amino-2-tertiary butyl-phenol NC=1C(=C(C=CC1)O)C(C)(C)C